Cl.C(=C)C1CNCCC1(F)F 3-vinyl-4,4-difluoropiperidine hydrochloride